N-palmitoyl-sarcosine sodium [Na].C(CCCCCCCCCCCCCCC)(=O)N(C)CC(=O)O